C(C1=CC=CC=C1)O[C@H]1C[C@@H]2COC3=C(C(N2C1)=O)C(=C(C(=C3)C)Cl)OCC(F)(F)F (2S,11aR)-2-(benzyloxy)-7-chloro-8-methyl-6-(2,2,2-trifluoroethoxy)-2,3,11,11a-tetrahydro-1H,5H-benzo[f]pyrrolo[2,1-c][1,4]oxazepin-5-one